10,10-dimethyl-9-oxo-4-[3-(2,2,2-trifluoroethoxy)pyridine-4-carbonyl]-1-oxa-4-azaspiro[5.5]undec-7-ene-8-carbonitrile CC1(C(C(=CC2(CN(CCO2)C(=O)C2=C(C=NC=C2)OCC(F)(F)F)C1)C#N)=O)C